C(C)(=O)N[C@H](CC1=CC=C(C=C1)NC([C@H](C1CCCCCC1)NC(=O)C1=CC=NN1CC)=O)C(N1CCNCC1)=O N-((S)-2-((4-((R)-2-acetamido-3-oxo-3-(piperazin-1-yl)propyl)phenyl)amino)-1-cycloheptyl-2-oxoethyl)-1-ethyl-1H-pyrazole-5-carboxamide